[C@H]12CNC[C@H]2NC1 (1S,5S)-3,6-diazabicyclo[3.2.0]heptane